C(C)(C)(C)C(C1=CC=C(C=C1)Cl)(C1=CC=C(C=C1)C)O alpha-tert-butyl-4-chloro-4'-methylbenzhydryl alcohol